3-[(2R)-1-(4-methyl-4H-1,2,4-triazol-3-yl)propan-2-yl]benzoic acid CN1C(=NN=C1)C[C@@H](C)C=1C=C(C(=O)O)C=CC1